sodium 2,4,6-trimethylbenzoylphenyl phosphonate P(OC1=C(C=CC=C1)C(C1=C(C=C(C=C1C)C)C)=O)([O-])=O.[Na+]